5-(chloromethyl)-3-((1R,5S,6r)-3-(4-fluoropyridin-2-yl)-3-azabicyclo[3.1.0]hexan-6-yl)-1,2,4-oxadiazole ClCC1=NC(=NO1)C1[C@H]2CN(C[C@@H]12)C1=NC=CC(=C1)F